CC(CO)CCCC1=CC=CC=C1 2-Methyl-5-Phenylpentanol